C(C)OC(C(C(=O)OCC)(O)O)=O 2,2-dihydroxymalonic acid 1,3-diethyl ester